(2-amino-3-cyclopropylpropyl)-2-chloro-7-methyl-N-(thiophen-2-ylmethyl)pyrrolo[2,1-f][1,2,4]triazin-4-amine NC(CC=1C=C(N2N=C(N=C(C21)NCC=2SC=CC2)Cl)C)CC2CC2